N=S1(CCC(CC1)C(=O)OC)=O methyl 1-iminohexahydro-1λ6-thiopyran-4-carboxylate 1-oxide